2-(5-(trifluoromethyl)-1H-tetrazol-1-yl)acetic acid FC(C1=NN=NN1CC(=O)O)(F)F